COC=1C=C(C=CC1OC)[C@@H](C=C)NC1=CC=C(C=C1)OC (R)-N-(1-(3,4-dimethoxyphenyl)allyl)-4-methoxyaniline